C(CC)(=O)OC(CC(C1=CC=CC=C1)OC(CC)=O)C1=CC=CC=C1 1,3-diphenyl-1,3-propyleneglycol dipropionate